COC=1C=C2C(=NC=NC2=CC1OC)OC1=CC(=C(C(=C1)F)C(C(=O)NC1=CC(=CC=C1)S(=O)(=O)N(C)C)=O)F (4-((6,7-dimethoxyquinazolin-4-yl)oxy)-2,6-difluorophenyl)-N-(3-(N,N-dimethylaminosulfonyl)phenyl)-2-oxoacetamide